2-(dimethylamino)glycine CN(C(N)C(=O)O)C